C(C)N1C=C(C(C2=CC(=C(N=C12)N1CCN(CC1)C)F)=O)C(C=CC1=CC=C(C=C1)[N+](=O)[O-])=O 1-ethyl-6-fluoro-7-(4-methylpiperazin-1-yl)-3-(4-nitrocinnamoyl)-[1,8]naphthyridin-4(1H)-one